(1-isopropyl-1H-pyrrolo[2,3-c]pyridin-3-yl)pyrimidin-2-amine C(C)(C)N1C=C(C=2C1=CN=CC2)C2=NC(=NC=C2)N